N-[3-chloro-2-fluoro-4-(oxetan-3-yloxy)phenyl]-6-[(1S,4S)-2,5-diazabicyclo[2.2.1]heptan-2-yl]pyrido[3,2-d]pyrimidin-4-amine ClC=1C(=C(C=CC1OC1COC1)NC=1C2=C(N=CN1)C=CC(=N2)N2[C@@H]1CN[C@H](C2)C1)F